COC=1C=C2CCN(CC2=CC1NC1=NC2=CC(=CC=C2C=N1)N1CC2C(C1)CCS2(=O)=O)C (±)-5-{2-[(6-methoxy-2-meth-yl-1,2,3,4-tetrahydroisoquinolin-7-yl)amino]quinazolin-7-yl}-hexahydro-1lambda~6~-thieno-[2,3-c]pyrrole-1,1(2H)-dione